C(C1=CC=CC=C1)OC1=CC=C(C(NO)=N)C=C1 4-(benzyloxy)-N-hydroxybenzimidamide